5-bromo-2-ethyl-4-iodophenol BrC=1C(=CC(=C(C1)O)CC)I